COCCOCCOCCOCCC triethylene glycol propyl methyl ether